HEXENYLISOBUTYRATE C(=CCCCC)OC(C(C)C)=O